OCCC1=C(C=C(C=C1)OC(C(=C)C)=O)N1N=C2C(=N1)C=CC=C2 2-(2'-hydroxy-5'-methacryloyl-oxy-ethylphenyl)-2H-benzotriazole